BrC1=CN=C2N1CCC2 3-bromo-6,7-dihydro-5H-pyrrolo[1,2-a]imidazole